2-[(3R)-3-methyl-4-pyrrolidin-3-yl-4,8,10,11-tetrazatricyclo[7.4.0.02,7]trideca-1(9),2(7),10,12-tetraen-12-yl]phenol C[C@@H]1C=2C=3C=C(N=NC3NC2CCN1C1CNCC1)C1=C(C=CC=C1)O